NC1=NC(=C(C=2N1N=C(N2)CC2=NC=CC=C2F)C2=CC=NN2CC)C2=C(C#N)C=CC=C2 (5-amino-8-(1-ethyl-1H-pyrazol-5-yl)-2-((3-fluoropyridin-2-yl)methyl)-[1,2,4]triazolo[1,5-c]pyrimidin-7-yl)benzonitrile